1,8-diphenoxy-9,10-anthracenedione O(C1=CC=CC=C1)C1=CC=CC=2C(C3=CC=CC(=C3C(C12)=O)OC1=CC=CC=C1)=O